P(=O)(OCC)(OCC)OCC=1SC=CC1 diethyl (thiophen-2-ylmethyl) phosphate